F[C@@H]1[C@@H](C1)C(=O)NC1=CC=C2C(=N1)NC=C2C=2C(=NC=CC2C)OC (1S,2S)-2-fluoro-N-[3-(2-methoxy-4-methylpyridin-3-yl)-1H-pyrrolo[2,3-b]pyridin-6-yl]cyclopropane-1-carboxamide